(-)-4-{4-[3-(Difluoromethyl)-5-(trifluoromethyl)phenoxy]-3-methoxyphenyl}-2H,4H,5H,6H,7H-pyrazolo[3,4-b]pyridin-6-one FC(C=1C=C(OC2=C(C=C(C=C2)C2C=3C(NC(C2)=O)=NNC3)OC)C=C(C1)C(F)(F)F)F